(7-bromo-6-chlorothiazolo[4,5-c]pyridin-2-yl)benzamide hydrobromide Br.BrC=1C2=C(C=NC1Cl)N=C(S2)C2=C(C(=O)N)C=CC=C2